tert-butyl ((1r,3r)-3-(4-(2-(4-((2-(2H-1,2,3-triazol-2-yl)pyrimidin-5-yl)oxy)phenyl) propan-2-yl)phenoxy)cyclobutyl)carbamate N=1N(N=CC1)C1=NC=C(C=N1)OC1=CC=C(C=C1)C(C)(C)C1=CC=C(OC2CC(C2)NC(OC(C)(C)C)=O)C=C1